C(N)(=O)C=1C=C(C2=C(C=C(O2)CN2CC3=CC=CN4C3=C(C2=O)C=N4)C1)C(=O)O 5-carbamoyl-2-((3-oxo-3H-pyrazolo[4,5,1-ij][1,6]naphthyridin-4(5H)-yl)methyl)benzofuran-7-carboxylic acid